C(#N)C=1C=C(C=CC1F)NC(=NO)C1=NON=C1SC[C@@H](CO)O N-(3-cyano-4-fluorophenyl)-4-{[(2R)-2,3-dihydroxypropyl]sulfanyl}-N'-hydroxy-1,2,5-oxadiazole-3-carboximidamide